C1(=CC=CC=C1)N=NC1=C(OC(C(=O)N)C)C=CC=C1 2-(o-phenylazophenoxy)propanamide